tert-butyl 2-((tert-butoxycarbonyl)amino)-3-(oxetan-3-yl)propanoate C(C)(C)(C)OC(=O)NC(C(=O)OC(C)(C)C)CC1COC1